BrC1=C(C=C(C(=C1)Cl)C(F)(F)F)NC(=O)N[C@@H](C)C1=NC=CN=C1C1=NC=C(C=C1)C#N 1-[2-bromo-4-chloro-5-(trifluoromethyl)phenyl]-3-[(1S)-1-[3-(5-cyano-2-pyridyl)pyrazin-2-yl]ethyl]urea